6-bromo-3,4-dihydronaphthalen-1(2H)-one BrC=1C=C2CCCC(C2=CC1)=O